(3S,10R,13S)-17-(4-fluoro-1H-imidazol-1-yl)-10,13-dimethyl-2,3,4,7,8,9,10,11,12,13,14,15-Dodecahydro-1H-cyclopenta[a]phenanthrene-3-yl acetate C(C)(=O)O[C@H]1CC[C@@]2(C3CC[C@@]4(C(=CCC4C3CC=C2C1)N1C=NC(=C1)F)C)C